6-bromo-4-chloro-1-(5-(difluoromethyl)-1,3,4-thiadiazol-2-yl)-3-ethyl-1H-benzo[d]imidazol-2(3H)-one BrC=1C=C(C2=C(N(C(N2CC)=O)C=2SC(=NN2)C(F)F)C1)Cl